C(C)[C@@H]1N(C[C@H](N(C1)C(C)C1=C(C=C(C=C1)F)CC)CC)C=1N(N=C2C1N(C(C=C2)=O)C)C2OCCCC2 ((2S,5R)-2,5-diethyl-4-(1-(2-ethyl-4-fluorophenyl)ethyl)piperazin-1-yl)-4-methyl-2-(tetrahydro-2H-pyran-2-yl)-2,4-dihydro-5H-pyrazolo[4,3-b]pyridin-5-one